C(C1=CC=CC=C1)S(=O)(=O)[O-].[Pd+2].C(C1=CC=CC=C1)S(=O)(=O)[O-] palladium toluenesulphonate